N(=C=O)CC1(CCCCCC1)C1(CCCCCC1)CN=C=O di(isocyanatomethyl)bicycloheptane